NC=1N=NC(=CC1OCCC1=CC=C(C=C1)CNCCCCCOC1=C2C(N(C(C2=CC=C1)=O)C1C(NC(CC1)=O)=O)=O)C1=C(C=CC=C1)O 4-[[5-([[4-(2-[[3-amino-6-(2-hydroxyphenyl)pyridazin-4-yl]oxy]ethyl)phenyl]methyl]amino)pentyl]oxy]-2-(2,6-dioxopiperidin-3-yl)isoindole-1,3-dione